FC1=NC=CC(C1)=O 2-Fluoro-4-pyridone